6-formyl-1,3-benzodioxol C(=O)C=1C=CC2=C(OCO2)C1